[Si](C)(C)(C(C)(C)C)OCCCCCCCCCCCCNC(CS)CC 2-((tert-butyldimethylsilyloxy)dodecylamino)butane-1-thiol